tert-Butyl N-{6-[2-methyl-2-(1-methylimidazol-4-yl)propionyl]pyridin-3-yl}carbamate CC(C(=O)C1=CC=C(C=N1)NC(OC(C)(C)C)=O)(C)C=1N=CN(C1)C